Methyl-5-benzyl-3-((1-isopropyl-3-methyl-1H-pyrazole-5-carboxamido)methyl)-4,5-dihydroisoxazole CC1C(=NOC1CC1=CC=CC=C1)CNC(=O)C1=CC(=NN1C(C)C)C